OC1(CCN(CC1)C1=C(C=C(C=C1)OC(F)(F)F)NC(=O)C=1OC(=CC1)C1=CC=NC=C1)C N-(2-(4-hydroxy-4-methylpiperidin-1-yl)-5-(trifluoromethoxy)phenyl)-5-(pyridin-4-yl)furan-2-carboxamide